NC1=C(C=C(N=N1)C1CCN(CC1)C(=O)C1=NC=C(C(=C1)OC)OC1=CC=C(C=C1)F)OC [4-(6-Amino-5-methoxy-pyridazin-3-yl)-piperidin-1-yl]-[5-(4-fluoro-phenoxy)-4-methoxy-pyridin-2-yl]-methanone